(4-Isopropylbenzyl)triphenylphosphonium bromide [Br-].C(C)(C)C1=CC=C(C[P+](C2=CC=CC=C2)(C2=CC=CC=C2)C2=CC=CC=C2)C=C1